7-(6-chloro-5-methylpyridin-2-yl)-2-azaspiro[3.5]Non-6-ene-2-carboxylic acid tert-butyl ester C(C)(C)(C)OC(=O)N1CC2(C1)CC=C(CC2)C2=NC(=C(C=C2)C)Cl